4-amino-2-((1-methylpiperidin-4-yl)amino)pyrido[2,3-d]pyrimidine-7-carboxylic acid NC=1C2=C(N=C(N1)NC1CCN(CC1)C)N=C(C=C2)C(=O)O